C(C)(=O)N1[C@H]([C@@H]([C@H](C2=CC(=CC=C12)F)NC1=C(C(=O)N)C=CC=N1)C)C 2-(((2S,3R,4R)-1-acetyl-6-fluoro-2,3-dimethyl-1,2,3,4-tetrahydroquinolin-4-yl)amino)nicotinamide